1-(4-((tert-butyldiphenylsilyl)oxy)butyl)-4-iodo-1H-imidazole [Si](C1=CC=CC=C1)(C1=CC=CC=C1)(C(C)(C)C)OCCCCN1C=NC(=C1)I